BrC=1C=C2CN(C(C2=CC1)=O)C 5-bromo-2-methyl-1,3-dihydro-isoindol-1-one